C(#N)C1=CN(C2=CC=C(C=C12)C(=O)OC)CC(=O)O 2-(3-cyano-5-(methoxycarbonyl)-1H-indol-1-yl)acetic acid